BrC1=C(C=C2NC(C(NC2=C1C)=S)(C)C)F 7-bromo-6-fluoro-3,3,8-trimethyl-3,4-dihydro-1H-quinoxaline-2-thione